(S)-5-(3-((tert-Butyldimethylsilyl)ethynyl)-4-(1,1-difluoro-2-methoxyethyl)phenyl)-6-methyl-3,6-dihydro-2H-1,3,4-oxadiazin-2-one [Si](C)(C)(C(C)(C)C)C#CC=1C=C(C=CC1C(COC)(F)F)C1=NNC(O[C@H]1C)=O